1,2,3,4-tetrahydroisoquinoline-2-carboxylic acid 2-methylpropan-2-yl ester CC(C)(C)OC(=O)N1CC2=CC=CC=C2CC1